zinc dimercaptosuccinate C(C(S)C(S)C(=O)[O-])(=O)[O-].[Zn+2]